benzyl (S)-4-(((S)-2-(benzyloxy)propoxy)methyl)-5-oxooxazolidine-3-carboxylate C(C1=CC=CC=C1)O[C@H](COC[C@@H]1N(COC1=O)C(=O)OCC1=CC=CC=C1)C